N-((1R,4R)-4-((4-((6-(2,2,2-trifluoroethyl)quinazolin-4-yl)amino)piperidin-1-yl)methyl)cyclohexyl)ethanesulfonamide FC(CC=1C=C2C(=NC=NC2=CC1)NC1CCN(CC1)CC1CCC(CC1)NS(=O)(=O)CC)(F)F